COC1=CC=C(C=C1)C=1C=CC2=C(NC(=N2)C2=NNC=C2N)C1 3-(6-(4-methoxyphenyl)-1H-benzo[d]imidazol-2-yl)-1H-pyrazol-4-amine